PYRIDIN-2-OL N1=C(C=CC=C1)O